tert-Butyl N-[4-cyano-5-[4-[2-[[3-(2,2-dimethylpropyl)isoxazol-5-yl]amino]-2-oxo-ethyl]-2,3-difluoro-phenyl]-2-isopropyl-pyrazol-3-yl]carbamate C(#N)C1=C(N(N=C1C1=C(C(=C(C=C1)CC(=O)NC1=CC(=NO1)CC(C)(C)C)F)F)C(C)C)NC(OC(C)(C)C)=O